C(C=C)(=O)OCCCCCCCCCCOP(=O)(O)CC(=O)[O-] acryloxydecylphosphonoacetate